nonyl 8-((5-((4,4-bis(octyloxy)butanoyl)oxy)pentyl)(2-hydroxyethyl)amino)octanoate C(CCCCCCC)OC(CCC(=O)OCCCCCN(CCCCCCCC(=O)OCCCCCCCCC)CCO)OCCCCCCCC